C[C@@H]1CNCCN1 (R)-3-methylpiperazin